C=CCN1C2=CC=CC=C2SC3=CC=CC=C31 N-allylphenothiazine